2-(1-(octyloxy)prop-1-en-2-yl)naphthalene C(CCCCCCC)OC=C(C)C1=CC2=CC=CC=C2C=C1